N-((6-(4-(4-cyanophenyl)-5-methoxy-3-methyl-1H-pyrazol-1-yl)pyridin-3-yl)sulfonyl)-acetamide C(#N)C1=CC=C(C=C1)C=1C(=NN(C1OC)C1=CC=C(C=N1)S(=O)(=O)NC(C)=O)C